3-[4-(2-hydroxyethyl)piperazin-1-yl]Propionamide OCCN1CCN(CC1)CCC(=O)N